C(C1=CC=CC=C1)OC=1C=C2CCC(=CC2=CC1)C1=C(C=C(C=C1)OC)NC(C)=O N-(2-(6-(benzyloxy)-3,4-dihydronaphthalen-2-yl)-5-methoxyphenyl)acetamide